C(C)(C)N1N=CC(=C1)C1=NC=2C(=NC=CC2C=2C=CC3=C(CCCCC3N)C2)N1 2-[2-(1-Isopropyl-1H-pyrazol-4-yl)-3H-imidazo[4,5-b]pyridin-7-yl]-6,7,8,9-tetrahydro-5H-benzocyclohepten-5-ylamine